Naphtho-pyran C1=CCOC2=C1C1=CC=CC=C1C=C2